methyl 4-(6-cyclopropyl-2-{1-cyclopropyl-5-[(2-methoxyethylamino)methyl]-2-oxo-1,2-dihydronicotinoylamino}-4-pyridyl)-3-(5-methyl-1,3-oxazol-4-yl)benzoate C1(CC1)C1=CC(=CC(=N1)NC(C=1C(N(C=C(C1)CNCCOC)C1CC1)=O)=O)C1=C(C=C(C(=O)OC)C=C1)C=1N=COC1C